tris(3-Boc-aminopropyl)-L-ornithine C(=O)(OC(C)(C)C)C(CC[C@](N(CCC(C(=O)OC(C)(C)C)N)CCC(C(=O)OC(C)(C)C)N)(CCCN)C(=O)O)N